tert-butyl (1-(phenylsulfonyl)propyl)carbamate C1(=CC=CC=C1)S(=O)(=O)C(CC)NC(OC(C)(C)C)=O